[Br-].C(C)OC(C[Zn+])=O (2-Ethoxy-2-Oxo-Ethyl)Zinc Bromide